5-(3,5-Bis((E)-2-fluorobenzylidene)-4-oxopiperidin-1-yl)-5-oxopentanoic acid FC1=C(\C=C\2/CN(C\C(\C2=O)=C/C2=C(C=CC=C2)F)C(CCCC(=O)O)=O)C=CC=C1